{[1-(1,3-dihydro-2-benzofuran-4-sulfonyl)-5-(2-fluorophenyl)-1H-pyrrol-3-yl]methyl}(methyl)amine hydrochloride Cl.C1OCC2=C1C=CC=C2S(=O)(=O)N2C=C(C=C2C2=C(C=CC=C2)F)CNC